C(C)(=O)N[C@](N)(C(C1=CC=CC=C1)C)C(=O)O 2-acetylamino-3-methyl-3-phenylalanine